((3R,4R)-3-amino-4-fluoropiperidin-1-yl)-6-(4-(morpholinomethyl)phenyl)pyrido[3,2-d]pyrimidine-8-carboxamide N[C@@H]1CN(CC[C@H]1F)C=1N=CC2=C(N1)C(=CC(=N2)C2=CC=C(C=C2)CN2CCOCC2)C(=O)N